(R)-8-benzyloxy-5-(2-oxiranyl)quinoline C(C1=CC=CC=C1)OC=1C=CC(=C2C=CC=NC12)[C@H]1OC1